(S)-6-(((1-cyclopropyl-1H-1,2,3-triazol-4-yl)(indolin-4-yl)methyl)amino)-4-(neopentylamino)quinoline-3,8-dicarbonitrile C1(CC1)N1N=NC(=C1)[C@H](C1=C2CCNC2=CC=C1)NC=1C=C2C(=C(C=NC2=C(C1)C#N)C#N)NCC(C)(C)C